N1(CCC1)C(=O)N1CC2(CC2)[C@H]([C@H]1CC=1C(=C(C=CC1)C1=CC(=CC=C1)F)F)NS(=O)(=O)C N-((6R,7R)-5-(azetidine-1-carbonyl)-6-((2,3'-difluoro-[1,1'-biphenyl]-3-yl)methyl)-5-azaspiro[2.4]heptan-7-yl)methanesulfonamide